8-bromo-2,6-dichloro-3-(cyclobutylmethyl)quinazolin-4(3H)-one BrC=1C=C(C=C2C(N(C(=NC12)Cl)CC1CCC1)=O)Cl